O=C1NC(CCC1N1C(C2=CC=C(C=C2C1=O)OCCCOCCOC1=CC=C(C=C1)\C(=C(\CC)/C1=CC=CC=C1)\C1=CC=C(C=C1)O)=O)=O (Z)-2-(2,6-dioxopiperidin-3-yl)-5-(3-(2-(4-(1-(4-hydroxyphenyl)-2-phenylbut-1-en-1-yl)phenoxy)ethoxy)propoxy)isoindoline-1,3-dione